1-(3-(benzylamino)-2-(2-chlorophenyl)imidazo[1,2-a]pyridin-5-yl)naphthalen-2-ol C(C1=CC=CC=C1)NC1=C(N=C2N1C(=CC=C2)C2=C(C=CC1=CC=CC=C21)O)C2=C(C=CC=C2)Cl